2-({4-[(2R)-2-(4-Cyano-2-fluorophenyl)-2-methyl-1,3-benzodioxol-4-yl]piperidin-1-yl}methyl)-1-[(2S)-oxetan-2-ylmethyl]-1H-benzimidazol C(#N)C1=CC(=C(C=C1)[C@]1(OC2=C(O1)C=CC=C2C2CCN(CC2)CC2=NC1=C(N2C[C@H]2OCC2)C=CC=C1)C)F